F[C@H]1CN(CC[C@H]1NC1=C2C=C(N(C2=CC=C1)CC(F)(F)F)C#CC=O)C(=O)OC(C)(C)C tert-butyl (3S,4R)-3-fluoro-4-((2-(3-oxoprop-1-yn-1-yl)-1-(2,2,2-trifluoroethyl)-1H-indol-4-yl)amino)piperidine-1-carboxylate